C(\C=C\C(=O)O)(=O)O.FC1=C(C=CC(=C1)F)C1=C(C(=CN1S(=O)(=O)C1=CC(=CC=C1)F)CNC)OC 1-(5-(2,4-difluorophenyl)-1-((3-fluorophenyl)sulfonyl)-4-methoxy-1H-pyrrol-3-yl)-N-methylmethanamine fumarate